2-(tert-butoxycarbonyl)-O-(pent-4-yn-yl)-L-serine C(C)(C)(C)OC(=O)[C@](N)(COCCCC#C)C(=O)O